3-methoxy-1-(2-methoxyvinyl)naphthalene tert-butyl-3-[4-(3-methyl-2-oxo-1H-1,3-benzodiazol-5-yl)piperazin-1-yl]propanoate C(C)(C)(C)OC(CCN1CCN(CC1)C1=CC2=C(NC(N2C)=O)C=C1)=O.COC=1C=C(C2=CC=CC=C2C1)C=COC